CC=1N=C(SC1)NC1=NC(=CC=C1)C1CN(CCO1)CC1=CC(=CC=C1)C 4-methyl-N-(6-(4-(3-methylbenzyl)morpholin-2-yl)pyridin-2-yl)thiazol-2-amine